(3S)-3-aminopiperidine N[C@@H]1CNCCC1